CN(C1CCN(CC1)CCOC1=CC=C(C=C1)N1CN(C(=CC1)C)C(C)C)C 3-(4-(2-(4-(dimethylamino)piperidin-1-yl)ethoxy)phenyl)-1-isopropyl-6-methylpyrimidin